FC(CC1=NN2C(C(=CC=C2)OC)=C1N)(C)F (2,2-Difluoropropyl)-4-methoxypyrazolo[1,5-a]pyridin-3-amine